COC1=CC=C(C=C1)N(C1=CC=CC=C1)C1=CC=C(C=C1)OC N,N-bis(4-methoxy-phenyl)aniline